C1OCCC12CN(CC2)C2=CC=CC(=N2)C2=NC1=CC(=NC=C1C=C2)CNC(C2=CC(=CC(=C2)S(=O)(=O)C)F)=O N-((2-(6-(2-oxa-7-azaspiro[4.4]nonan-7-yl)pyridin-2-yl)-1,6-naphthyridin-7-yl)methyl)-3-fluoro-5-(methylsulfonyl)benzamide